C(CCCCCCCCCCCCCCCCC)OC=1C=C(C(=O)O)C=C(C1)OCCCCCCCCCCCCC 3-(Octadecyloxy)-5-(tridecyloxy)benzoic acid